3-amino-5-fluoro-4-(3-hydroxy-2-methyl-phenyl)quinoline-2-carboxamide NC=1C(=NC2=CC=CC(=C2C1C1=C(C(=CC=C1)O)C)F)C(=O)N